4-(5-((1S,5R)-3-(7-cyano-3-fluoropyrazolo[1,5-a]pyridin-4-yl)-5-(trifluoromethyl)-3-azabicyclo[3.1.0]hexane-1-yl)-1,3,4-oxadiazol-2-yl)piperidine-1-carboxylic acid tert-butyl ester C(C)(C)(C)OC(=O)N1CCC(CC1)C=1OC(=NN1)[C@@]12CN(C[C@]2(C1)C(F)(F)F)C=1C=2N(C(=CC1)C#N)N=CC2F